2-methoxy-3-(1-methyl-1,2,4-triazole-3-yl)aniline succinimidyl-4-[18F]fluorobenzoate C1(CCC(N1C1=C(C(=O)O)C=CC(=C1)[18F])=O)=O.COC1=C(N)C=CC=C1C1=NN(C=N1)C